N1(C(C=CC=C1)C(=O)OC)C(=O)OC(C)(C)C 1-(tert-butyl) 2-methyl pyridine-1,2-dicarboxylate